C(CCCCCC=CCC=CCC=CCC=CCC=CCC)(=O)O docosa-7,10,13,16,19-pentaenoic acid